ClCC1=NC=C(C(=C1C)OC)C 2-(chloromethyl)-4-methoxy-3,5-dimethylpyridine